3,5-diamino-1,2,4-triazole hydrochloride Cl.NC1=NNC(=N1)N